2-chloro-5-(methoxymethyl)benzene-1-sulfonyl chloride ClC1=C(C=C(C=C1)COC)S(=O)(=O)Cl